1-(4-cyanophenyl)-3-(6-phenylimidazo[1,5-a]pyridin-5-yl)urea C(#N)C1=CC=C(C=C1)NC(=O)NC1=C(C=CC=2N1C=NC2)C2=CC=CC=C2